(R)-1-(6-(3-(4-(6-(5-azaspiro[2.4]heptan-5-yl)pyrazin-2-yl)-1H-1,2,3-triazol-1-yl)oxetan-3-yl)pyridin-3-yl)-N-(cyclopropyl-methyl)piperidin-3-amine C1CC12CN(CC2)C2=CN=CC(=N2)C=2N=NN(C2)C2(COC2)C2=CC=C(C=N2)N2C[C@@H](CCC2)NCC2CC2